C([O-])([O-])=O.C[N+]1=CN(C=C1)C=C.C[N+]1=CN(C=C1)C=C 3-methyl-1-vinyl-1H-imidazolium carbonate